OCC12C3(CCC(C2CCC1)C3)CO Bis(hydroxymethyl)-tricyclo[5.2.1.02,6]-decan